di-(4-tert-butylphenyl)-phosphate C(C)(C)(C)C1=CC=C(C=C1)OP(=O)(OC1=CC=C(C=C1)C(C)(C)C)[O-]